1-(2-fluorophenyl)-2-(3-fluorophenyl)ethane-1,2-dione FC1=C(C=CC=C1)C(C(=O)C1=CC(=CC=C1)F)=O